(4aR,8aS)-6-[4-[3-Chloro-4-(trifluoromethyl)phenoxy]piperidin-1-carbonyl]-4,4a,5,7,8,8a-hexahydropyrido[4,3-b][1,4]oxazin-3-on ClC=1C=C(OC2CCN(CC2)C(=O)N2C[C@@H]3[C@@H](OCC(N3)=O)CC2)C=CC1C(F)(F)F